4-[(3-chloro-4-fluorophenyl)amino]-7-[(3-chloropropyl)oxy]-6-{[3-(1,4-oxazinane-4-yl)propyl]oxy}quinazoline ClC=1C=C(C=CC1F)NC1=NC=NC2=CC(=C(C=C12)OCCCN1CCOCC1)OCCCCl